COC=1C=C(/C=C/C2=CC=C(OCCOCCO)C=C2)C=C(C1)OC (E)-2-(2-(4-(3,5-dimethoxystyryl)phenoxy)ethoxy)ethan-1-ol